N1=C(C=CC=C1)CC(=O)O[C@H]1[C@H](NC[C@@H]1O)CC1=CC=C(C=C1)OC (2R,3S,4S)-4-hydroxy-2-[(4-methoxyphenyl)methyl]pyrrolidin-3-yl 2-(pyridin-2-yl)acetate